tert-Butyl 6-fluoro-4-(5-hydroxypyrimidin-2-yl)-1,4-diazepane-1-carboxylate FC1CN(CCN(C1)C(=O)OC(C)(C)C)C1=NC=C(C=N1)O